C(C)(=O)OC1=CC=C(C=2OC3=CC=CC=C3C(C2)=O)C=C1 4'-Acetoxyflavone